(4-(morpholinomethyl)phenyl)boronic acid O1CCN(CC1)CC1=CC=C(C=C1)B(O)O